C1=C(C=CC=2OCC3CCC=CC3C21)C(=O)O 6H,6aH,7H,8H,10aH-benzo[c]isochromene-2-carboxylic acid